C1=CC(=CC=C1S(=O)(=O)C2=CC=C(C=C2)Br)Br 4,4'-dibromo diphenyl sulfone